COCOC=1C=C(C=NC1)C(N)=S 5-(Methoxymethoxy)pyridine-3-carbothioamide